(R)-2-(3-((4-(2-hydroxy-4-(trifluoromethyl)phenyl)phthalazin-1-yl)amino)piperidin-1-yl)-1-(4-hydroxypiperidin-1-yl)ethan-1-one OC1=C(C=CC(=C1)C(F)(F)F)C1=NN=C(C2=CC=CC=C12)N[C@H]1CN(CCC1)CC(=O)N1CCC(CC1)O